COC1=CC=C(C=C1)C(C)(C)C=1N=C(SC1)NC(NCCCC(=O)N)=O 4-(3-(4-(2-(4-methoxy-phenyl)propan-2-yl)thiazol-2-yl)ureido)butanamide